BrC=1C=C(C(=O)O)C=C(C1OC1=CC(=C(C=C1)O)C(C)C)Br 3,5-dibromo-4-(3'-isopropyl-4'-hydroxyphenoxy)benzoic acid